(±)-Menthyl acetate C(C)(=O)OC1CC(CCC1C(C)C)C